C[Si](CCOCN1N=C2C=C(C=CC2=C1)C(=O)N)(C)C 2-((2-(trimethylsilyl)ethoxy)methyl)-2H-indazole-6-carboxamide